BrC1=CC=2N(C=C1)C(=NN2)N2N=C(C=C2)C(=O)O 1-(7-bromo-[1,2,4]triazolo[4,3-a]pyridin-3-yl)-1H-pyrazole-3-carboxylic acid